azoacetate CC(=O)OOC(=O)C1N=N1